BrC1=NN(C(=C1)C(=O)NC1=C(C=C(C=C1C(=O)NC)Cl)Cl)C1=NC=C(C=C1Cl)Cl 3-bromo-N-[2,4-dichloro-6-[(methylamino)carbonyl]phenyl]-1-(3,5-dichloro-2-pyridinyl)-1H-pyrazole-5-carboxamide